N-Ethyl-5-fluoro-N-isopropyl-2-((4-(7-(((2S,5R)-5-(pyridine-3-sulfonamido)tetrahydro-2H-pyran-2-yl)methyl)-2,7-diazaspiro[3.5]nonan-2-yl)pyrimidin-5-yl)oxy)benzamide C(C)N(C(C1=C(C=CC(=C1)F)OC=1C(=NC=NC1)N1CC2(C1)CCN(CC2)C[C@H]2OC[C@@H](CC2)NS(=O)(=O)C=2C=NC=CC2)=O)C(C)C